4-(pyrene-2-yl)benzonitrile C1=C(C=C2C=CC3=CC=CC4=CC=C1C2=C34)C3=CC=C(C#N)C=C3